3-(4-((4-((4-((5-amino-1-(3-methylthiophene-2-carbonyl)-1H-1,2,4-triazol-3-yl)amino)phenyl)sulfonyl)piperazin-1-yl)methyl)phenyl)piperidine-2,6-dione NC1=NC(=NN1C(=O)C=1SC=CC1C)NC1=CC=C(C=C1)S(=O)(=O)N1CCN(CC1)CC1=CC=C(C=C1)C1C(NC(CC1)=O)=O